4-Amino-7-bromo-1-(2-chloro-5-fluorophenyl)-1-hydroxy-2-[(4-methoxyphenyl)methyl]-3-oxo-2,3-dihydro-1H-isoindole NC1=C2C(N(C(C2=C(C=C1)Br)(O)C1=C(C=CC(=C1)F)Cl)CC1=CC=C(C=C1)OC)=O